FC(C)(C)C=1SC(=C(N1)C(F)(F)F)[Sn](CCCC)(CCCC)CCCC 2-(2-fluoropropan-2-yl)-5-(tributylstannyl)-4-(trifluoromethyl)thiazole